valproic acid Sodium salt [Na+].C(C(CCC)CCC)(=O)[O-]